6-oxo-1-(3-phenylpropyl)-1,6-dihydropyrimidine-4-carboxamide O=C1C=C(N=CN1CCCC1=CC=CC=C1)C(=O)N